5,7,4'-Trihydroxy-3,6,8,3'-tetramethoxyflavane OC1=C2CC(C(OC2=C(C(=C1OC)O)OC)C1=CC(=C(C=C1)O)OC)OC